CC(CCC(C)N)C 5-methyl-2-hexanamine